5-bromo-7-fluoro-2-methyl-3-prop-1-en-2-ylindazole BrC1=CC2=C(N(N=C2C(=C1)F)C)C(=C)C